trans-6-(6-chloro-4-((2R,3R)-3-methylmorpholin-2-yl)pyridin-2-yl)-N-methylpyrimidine-4-carboxamide ClC1=CC(=CC(=N1)C1=CC(=NC=N1)C(=O)NC)[C@@H]1[C@H](NCCO1)C